ClC1=CC=C(\C=C(/CC([NH-])C=2C=CC=C3C=CC=NC23)\C#CC2=CC=C(C=C2)Cl)C=C1 (E)-3-(4-chlorobenzylidene)-5-(4-chlorophenyl)-N-(quinolin-8-yl)pent-4-ynylamide